C1(CC1)C1=NC2=CC=CC(=C2C(N1C1C(NC(CC1)=O)=O)=O)NCC1=CC=C(C=C1)OC 3-(2-cyclopropyl-5-((4-methoxybenzyl)amino)-4-oxoquinazolin-3(4H)-yl)piperidine-2,6-dione